C(C)(C)C1CCC(CC1)N(C(C1=CC(C(=O)N)=CC(=C1)NC(=O)C1CCC(CC1)CCCC)=O)C1CCC(CC1)C(C)C N,N-di(4-isopropylcyclohexyl)-5-(4-n-butylcyclohexylcarbonylamino)isophthalamide